1-(1-Methyl-4,10-dihydro-benzo[b]pyrazolo[3,4-e][1,4]-diazepin-5(1H)-yl)ethan-1-one CN1N=CC2=C1NC1=C(N(C2)C(C)=O)C=CC=C1